1-methyl-1-pentyl-piperidinium Tert-Butyl-(3R)-2'-{6-amino-5-[(1R)-1-(pyridin-4-yl)ethoxy]pyridin-3-yl}-5',6'-dihydrospiro[pyrrolidine-3,4'-pyrrolo[1,2-b]pyrazole]-1-carboxylate C(C)(C)(C)OC(=O)N1C[C@]2(CCN3N=C(C=C32)C=3C=NC(=C(C3)O[C@H](C)C3=CC=NC=C3)N)CC1.C[N+]1(CCCCC1)CCCCC